(L)-arabinose O=C[C@H](O)[C@@H](O)[C@@H](O)CO